pentyl (7-(2-((3aR,4S,6R,6aS)-6-(4-amino-7H-pyrrolo[2,3-d]pyrimidin-7-yl)-2,2,4-trimethyltetrahydro-4H-cyclopenta[d][1,3]dioxol-4-yl)ethyl)quinolin-2-yl)carbamate NC=1C2=C(N=CN1)N(C=C2)[C@@H]2C[C@]([C@@H]1[C@H]2OC(O1)(C)C)(C)CCC1=CC=C2C=CC(=NC2=C1)NC(OCCCCC)=O